CCCCCC(CC)C(=O)OCCOCCOC(=O)C(CC)CCCCC Diethylene Glycol Diethylhexanoate